3-(4-(N,N-dimethylsulfamoyl)phenyl)-7-isopropyl-N-(thiazol-2-yl)-1H-indole-2-carboxamide CN(S(=O)(=O)C1=CC=C(C=C1)C1=C(NC2=C(C=CC=C12)C(C)C)C(=O)NC=1SC=CN1)C